(2S,11aR)-6-((R)-sec-Butoxy)-7-fluoro-2-hydroxy-8-methyl-2,3,11,11a-tetrahydro-1H,5H-benzo[f]pyrrolo[2,1-c][1,4]oxazepin-5-one [C@@H](C)(CC)OC1=C(C(=CC2=C1C(N1[C@@H](CO2)C[C@@H](C1)O)=O)C)F